6-(5-aminopyridin-2-yl)-1-(2,6-difluorobenzyl)-5-[(dimethylamino)methyl]-3-(6-methoxypyridazin-3-yl)thieno[2,3-d]pyrimidine-2,4(1H,3H)-dione NC=1C=CC(=NC1)C1=C(C2=C(N(C(N(C2=O)C=2N=NC(=CC2)OC)=O)CC2=C(C=CC=C2F)F)S1)CN(C)C